tert-Butyl 4'-chloro-2'-(4-methyl-4H-1,2,4-triazol-3-yl)-[1,1'-biphenyl]-3-carboxylate ClC1=CC(=C(C=C1)C1=CC(=CC=C1)C(=O)OC(C)(C)C)C1=NN=CN1C